C(C)(C)(C)OC(=O)NC1=CN=C(S1)C1CCN(CC1)C(=O)OC(C)(C)C tert-butyl 4-(5-((tert-butoxycarbonyl)amino)thiazol-2-yl)piperidine-1-carboxylate